C(CCCCCCCCCCCCCCCCC)OC=1C=C(C(=O)N2C(N([C@H]3C[C@H](O)[C@@H](CO)O3)C=C(C2=O)C)=O)C=C(C1OCCCCCCCCCCCCCCCCCC)OCCCCCCCCCCCCCCCCCC N3-[3,4,5-tris(octadecyloxy)benzoyl]thymidine